hydroxyl-pyranone OC=1C(OC=CC1)=O